COC1CCC(CC1)O 4-methoxycyclohexanol